4-(4-pentylcyclohexyl)benzene C(CCCC)C1CCC(CC1)C1=CC=CC=C1